hexadecyl-dihydroxyethyl-methyl-ammonium chloride [Cl-].C(CCCCCCCCCCCCCCC)[NH+](C)CC(O)O